CC(C=O)(CNCCCCCCCCCCCC)C 2,2-dimethyl-3-dodecylaminopropionaldehyde